2-(2-fluorophenyl)-N-((2S)-5-hydroxy-1-oxo-1-(((2S)-6,6,6-trifluoro-1-hydroxyl-(thiazol-2-yl)hexan-2-yl)amino)hexan-2-yl)thiazole-5-carboxamide FC1=C(C=CC=C1)C=1SC(=CN1)C(=O)N[C@H](C(N[C@H](C(O)C=1SC=CN1)CCCC(F)(F)F)=O)CCC(C)O